((3r,5s)-3,5-dimethylmorpholino)(5-(2,4,5-trifluoro-3-hydroxyphenyl)-1,2,4-oxadiazol-3-yl)methanone C[C@@H]1COC[C@@H](N1C(=O)C1=NOC(=N1)C1=C(C(=C(C(=C1)F)F)O)F)C